O=C1NC(CCC1C1=NN(C2=CC(=CC=C12)OCC(=O)N[C@H](C)C1=NC=CC=C1)C)=O 2-((3-(2,6-Dioxopiperidin-3-yl)-1-methyl-1H-indazol-6-yl)oxy)-N-((R)-1-(pyridin-2-yl)ethyl)acetamide